3-pyridinecarboxylic acid, methyl ester N1=CC(=CC=C1)C(=O)OC